{5-[(5-{[(1S,2S)-2-hydroxycyclohexyl]carbamoyl}-2-methylanilino)methyl]pyridin-2-yl}oxacyclohexane-4-carboxamide O[C@@H]1[C@H](CCCC1)NC(=O)C=1C=CC(=C(NCC=2C=CC(=NC2)C2OCCC(C2)C(=O)N)C1)C